8-methyl-4H,7H-indolo[6,5,4-cd]indol-5-one CC=1NC=2C=C3C(NC=4C=CC=C(C34)C2C1)=O